tert-butyl (S)-4-(2-(3-(3,5-dimethyl-1H-pyrazol-1-yl)phenyl)-4-methoxy-4-carbonylbutyl)-1-oxa-4,9-diazaspiro[5.5]undecane-9-carboxylate CC1=NN(C(=C1)C)C=1C=C(C=CC1)[C@@H](CN1CCOC2(C1)CCN(CC2)C(=O)OC(C)(C)C)CC(=C=O)OC